2-(4-(7-(3,4-dimethoxy-phenyl)pyrazolo[1,5-a]pyrimidine-2-carbonyl) piperazin-1-yl)-2-oxoethyl acetate C(C)(=O)OCC(=O)N1CCN(CC1)C(=O)C1=NN2C(N=CC=C2C2=CC(=C(C=C2)OC)OC)=C1